4-[4-(6-Chloro-7-{[1-(4-methoxybenzyl)piperidin-4-yl]amino}-3H-imidazo[4,5-b]pyridin-2-yl)phenyl]-1-methylpiperazin-2-one ClC=1C(=C2C(=NC1)NC(=N2)C2=CC=C(C=C2)N2CC(N(CC2)C)=O)NC2CCN(CC2)CC2=CC=C(C=C2)OC